(5,6,7,8-tetrahydro-1,6-naphthyridin-2-yl)methanol N1=C(C=CC=2CNCCC12)CO